O1CC(CC1)N1C(=C(C2=C1N=CN=C2N)C2=CC=C(C=C2)OC2=CC=CC=C2)C#CC2CCNCC2 7-(oxolan-3-yl)-5-(4-phenoxyphenyl)-6-[2-(piperidin-4-yl)ethynyl]-7H-pyrrolo[2,3-d]pyrimidin-4-amine